C(C)(C)(C)OC(=O)N1CC2CCC(C1)N2C=2SC1=C(N2)C(=CC(=C1)C(=O)O)C(CO)C 2-(3-(tert-butoxycarbonyl)-3,8-diazabicyclo[3.2.1]octan-8-yl)-4-(1-hydroxypropan-2-yl)benzo[d]thiazole-6-carboxylic acid